4-bromo-6-methoxy-N-[4-(1-methylindol-3-yl)pyrimidin-2-yl]benzene-1,3-diamine BrC1=C(C=C(C(=C1)OC)NC1=NC=CC(=N1)C1=CN(C2=CC=CC=C12)C)N